propylamine carbonate C(O)(O)=O.C(CC)N